ClC1=C(C(=CC=C1Cl)O)C1CC(N(C1)C1CC(C1)=C)=O 4-(2,3-dichloro-6-hydroxyphenyl)-1-(3-methylenecyclobutyl)pyrrolidin-2-one